C(#N)C(C(=O)N1[C@H](CCCC1)CN(C(N[C@@H](CC1=CC=CC=C1)B(O)O)=O)C)=CC(C)(C)N1CC(CC1)(F)F ((R)-1-(3-(((R)-1-(2-cyano-4-(3,3-difluoropyrrolidin-1-yl)-4-methylpent-2-enoyl)piperidin-2-yl)methyl)-3-methylureido)-2-phenylethyl)boronic acid